Cl.C(C(C(C(C(C)O)O)O)O)O hexane-1,2,3,4,5-pentaol hydrochloride